(4Z)-4-(1,3-benzothiazol-6-ylmethylene)-2-[[1-(fluoromethyl)-3-methyl-butyl]amino]-1H-imidazol-5-one S1C=NC2=C1C=C(C=C2)\C=C\2/N=C(NC2=O)NC(CC(C)C)CF